COC1=CC=C(C=C1)S(=O)(=O)NCC(CCC)C 4-methoxy-N-(2-methylpentyl)benzenesulfonamide